N-[(E)-(4-fluoro-3-methoxy-phenyl)methyleneamino]-N-methyl-5-nitro-1,1-dioxo-1,2-benzothiazol-3-amine FC1=C(C=C(C=C1)\C=N\N(C1=NS(C2=C1C=C(C=C2)[N+](=O)[O-])(=O)=O)C)OC